N(=[N+]=[N-])CCOCCOCCOCCOCCOCC(=O)NC=1C(=NC(=CC1C)C)C 17-azido-N-(2,4,6-trimethylpyridin-3-yl)-3,6,9,12,15-pentaoxaheptadecanamide